Ethyl 4-chloro-5-hydroxy-2,3-dihydro-1H-indene-2-carboxylate ClC1=C2CC(CC2=CC=C1O)C(=O)OCC